NC=1C=C(C=CC1O)OC1=CC(=C(C=C1)O)N bis(3-amino-4-hydroxyphenyl)ether